1-oxo-1,3-dihydroisobenzofuran-5-boronic acid pinacol ester O=C1OCC2=CC(=CC=C12)B1OC(C)(C)C(C)(C)O1